O=C1NC(CCC1OC1=CC(=C(C=C1)CC(=O)O)F)=O 2-[4-[(2,6-dioxo-3-piperidyl)oxy]-2-fluoro-phenyl]acetic acid